C(C1=CC=CC=C1)OCCCOCC[C@H](OC1=CC=2C(C=N1)=NN(C2)C(C)=O)C 1-[5-[(1R)-3-(3-benzyloxypropoxy)-1-methyl-propoxy]pyrazolo[3,4-c]pyridin-2-yl]ethanone